ClC1=C(C(=NC=C1)C1CC1)C=1N=CC2=C(N1)C(=NN2)CC2=CC=C(C=C2)C=2N(C=C(N2)C(F)(F)F)C 5-(4-chloro-2-cyclopropylpyridin-3-yl)-3-(4-(1-methyl-4-(trifluoromethyl)-1H-imidazol-2-yl)benzyl)-1H-pyrazolo[4,3-d]pyrimidine